tert-butyl 3-[4-(3,4-dichloro-2-fluoro-anilino)-7-methoxy-pyrido[3,2-d]pyrimidin-6-yl]piperidine-1-carboxylate ClC=1C(=C(NC=2C3=C(N=CN2)C=C(C(=N3)C3CN(CCC3)C(=O)OC(C)(C)C)OC)C=CC1Cl)F